N(N)[C@@H]1CC[C@H](CC1)N1CC2(COC2CC(=O)[O-])C1 6-(trans-4-hydrazinocyclohexyl)-2-oxa-6-azaspiro[3.3]heptaneacetate